C(C)C(C(=O)[O-])CC 2-ethylbutyrate